2-[(4-formylphenyl)-hydroxy-methylene]propanedi-nitrile C(=O)C1=CC=C(C=C1)C(=C(C#N)C#N)O